BrC1=C2C(=CN=C1C#N)N(N=C2O)C(C2=CC=CC=C2)(C2=CC=CC=C2)C2=CC=CC=C2 4-bromo-3-hydroxy-1-trityl-pyrazolo[3,4-c]pyridine-5-carbonitrile